ethyl 2-((2,2-difluorocyclopropyl)thio)-4-methylnicotinate FC1(C(C1)SC1=C(C(=O)OCC)C(=CC=N1)C)F